3-[5-[(1,3-Dihydro-1-oxo-2H-inden-2-ylidene)methyl]-2-furanyl]benzoic acid O=C1C(CC2=CC=CC=C12)=CC1=CC=C(O1)C=1C=C(C(=O)O)C=CC1